1,3-diphenyl-1,2,4-benzothiadiazine C1(=CC=CC=C1)S1NC(=NC2=C1C=CC=C2)C2=CC=CC=C2